2-(6-azaspiro[2.5]octan-1-yl)-1H-benzo[d]imidazole-6-carboxylate C1(CC12CCNCC2)C2=NC1=C(N2)C=C(C=C1)C(=O)[O-]